2-(4-[[3-isopropyl-1-(4-methylbenzene-sulfonyl)-indol-5-yl]oxy]-3,5-dimethylphenyl)-3,5-dioxo-4H-1,2,4-tri-azine-6-carbonitrile C(C)(C)C1=CN(C2=CC=C(C=C12)OC1=C(C=C(C=C1C)N1N=C(C(NC1=O)=O)C#N)C)S(=O)(=O)C1=CC=C(C=C1)C